N1C=C(C2=CC=CC=C12)CC(C)NC12CC(C1)(C2)[C@@H](C)O (1R)-1-(3-((1-(1H-indol-3-yl)propan-2-yl)amino)bicyclo[1.1.1]Pentane-1-yl)ethan-1-ol